NC1=C(C2=C(S1)C(=CC=C2C=2C1=C(C=3C=NC(=NC3C2Cl)OC[C@]23CCCN3CC(C2)=C(F)F)COC1)F)C#N 2-Amino-4-(5-chloro-3-(((S)-2-(difluoromethylidene)tetrahydro-1H-pyrrolizin-7a(5H)-yl)methoxy)-7,9-dihydrofuro[3,4-f]quinazolin-6-yl)-7-fluorobenzo[b]thiophene-3-carbonitrile